C(C=C)(=O)OCC(COC(C=C)=O)(C)NC(=O)OCCOCCOCCO 2-(((2-(2-(2-hydroxyethoxy)ethoxy)ethoxy)carbonyl)amino)-2-methylpropane-1,3-diyl diacrylate